2-((2-aminoethyl)(methyl)amino)ethan-1-ol NCCN(CCO)C